COC1=CC=C(C=C1)C(OC[C@@H]1[C@@H](C([C@@H](O1)N1C(NC=CC1=O)=O)O)O[Si](C)(C)C(C)(C)C)(C1=CC=CC=C1)C1=CC=C(C=C1)OC 3-[(2R,4R,5R)-5-[[bis(4-methoxyphenyl)-phenyl-methoxy]methyl]-4-[tert-butyl(dimethyl)silyl]oxy-3-hydroxy-tetrahydrofuran-2-yl]-1H-pyrimidine-2,4-dione